BrC1=CC2=CC3=C(C=CC=C3C=C2C=C1)Br 2,8-dibromoanthracene